ClC1=C(CN2N=C3N([C@@H](CCC3)C(=O)N3CC(CC3)(F)F)C2=O)C=CC(=C1)F (5S)-2-(2-Chloro-4-fluorobenzyl)-5-[(3,3-difluoropyrrolidin-1-yl)carbonyl]-5,6,7,8-tetrahydro[1,2,4]triazolo[4,3-a]pyridin-3(2H)-one